N-((S)-(3-chloro-2,6-difluorophenyl)(cyclopentyl)methyl)-3-cyanocyclopentane-1-carboxamide ClC=1C(=C(C(=CC1)F)[C@@H](NC(=O)C1CC(CC1)C#N)C1CCCC1)F